2,4,6-tris(2'-hydroxy-4'-n-butoxyphenyl)-1,3,5-triazine OC1=C(C=CC(=C1)OCCCC)C1=NC(=NC(=N1)C1=C(C=C(C=C1)OCCCC)O)C1=C(C=C(C=C1)OCCCC)O